Methyl (3-phenoxypropanoyl)alaninate O(C1=CC=CC=C1)CCC(=O)N[C@@H](C)C(=O)OC